C(C)(C)(C)OC(=O)N1CC2(C1)CN(C2)C(=O)C2=CC=C1C(=CC(=NC1=C2)C2=C(C=C(C=C2F)S(=O)(=O)N2CCC(CC2)F)F)C 6-{2-[2,6-difluoro-4-(4-fluoropiperidine-1-sulfonyl)phenyl]-4-methylquinoline-7-carbonyl}-2,6-diazaspiro[3.3]heptane-2-carboxylic acid tert-butyl ester